3-(1,4,5-triphenyl-1H-imidazol-2-yl)-[1,1'-biphenyl]-4-ol C1(=CC=CC=C1)N1C(=NC(=C1C1=CC=CC=C1)C1=CC=CC=C1)C=1C=C(C=CC1O)C1=CC=CC=C1